tert-butyl (R)-(1-oxo-1-(((phenyl-d5)methyl)amino)propan-2-yl)carbamate O=C([C@@H](C)NC(OC(C)(C)C)=O)NCC1=C(C(=C(C(=C1[2H])[2H])[2H])[2H])[2H]